BrC=1C=C2CCC(C(C2=CC1)=O)(C(=O)OC)SC([2H])(F)F methyl 6-bromo-2-((difluoromethyl-d) thio)-1-oxo-1,2,3,4-tetrahydronaphthalene-2-carboxylate